C1(=CC=C(C=C1)CO)C1=CC=C(C=C1)CO biphenyl-4,4'-dimethanol